[1-(1-chloro-2-cyclopropylidene-ethyl)cyclopropyl](trimethyl)silane ClC(C=C1CC1)C1(CC1)[Si](C)(C)C